Cl.NCC1=CC=C(S1)C(CSC1=NC(=NC2=CC=C(C(=C12)F)OC)C)=O 1-(5-(aminomethyl)thiophen-2-yl)-2-((5-fluoro-6-methoxy-2-methylquinazolin-4-yl)thio)ethan-1-one hydrochloride